methyl 2-cyano-2-propylvalerate C(#N)C(C(=O)OC)(CCC)CCC